Oct-7-ene CCCCCCC=C